ClC1=CC=C(C=C1)S(=O)(=O)N1CC(C1)(CO)COC1=CC(=C(C#N)C=C1)F 4-((1-((4-chlorophenyl)sulfonyl)-3-(hydroxymethyl)azetidin-3-yl)methoxy)-2-fluorobenzonitrile